3-methoxy-1-methyl-1H-pyrazole-5-sulfonyl chloride Lithium 3-methoxy-1-methyl-1H-pyrazole-5-sulfinate COC1=NN(C(=C1)S(=O)[O-])C.[Li+].COC1=NN(C(=C1)S(=O)(=O)Cl)C